5-[(1R,5S)-8-(2-hydroxy-2-methyl-propyl)-3,8-diazabicyclo[3.2.1]oct-3-yl]-N-[(1R)-1-[3-methoxy-5-(1-methylpyrazol-4-yl)phenyl]ethyl]-2-methyl-benzamide OC(CN1[C@H]2CN(C[C@@H]1CC2)C=2C=CC(=C(C(=O)N[C@H](C)C1=CC(=CC(=C1)C=1C=NN(C1)C)OC)C2)C)(C)C